(propylcyclopentadienyl)tris(methoxy)titanium C(CC)C1(C=CC=C1)[Ti](OC)(OC)OC